C1(CC1)C1=CC(=C(C=C1)NC1=CC(=NC=C1C(=O)NOCC(F)(F)F)NC1=NC(=CC=C1)F)N(S(=O)(=O)C)C 4-((4-cyclopropyl-2-(N-methylmethanesulfonamido)phenyl)amino)-6-((6-fluoropyridin-2-yl)amino)-N-(2,2,2-trifluoroethoxy)nicotinamide